methacrylamido phenylboronate C1(=CC=CC=C1)B(ONC(C(=C)C)=O)[O-]